C1(=CC=CC=C1)[C@@]1(OC(=NC=2N1C1=C(N2)C=CC=C1)C=1C=NC=CC1)C(F)(F)F (R)-4-phenyl-2-(pyridin-3-yl)-4-(trifluoromethyl)-4H-benzo[4,5]Imidazo[1,2-c][1,3,5]Oxadiazine